CN(C)CCCCCC (dimethylamino)hexan